5-cyano-4-[5-[(3,4-difluorophenyl)methylcarbamoyl]-2-thienyl]-2-[2-(4-fluorophenyl)ethyl]-6-isopropoxy-pyridine-3-carboxylic acid C(#N)C=1C(=C(C(=NC1OC(C)C)CCC1=CC=C(C=C1)F)C(=O)O)C=1SC(=CC1)C(NCC1=CC(=C(C=C1)F)F)=O